N1N=CC(=C1)CN(C(C1=C(C(=CC=C1)Br)F)=O)C N-((1H-Pyrazol-4-yl)methyl)-3-bromo-2-fluoro-N-methylbenzamide